N1C=CC2=C(C=CC=C12)CC1=CC(=CC(=N1)C(=O)NC)C(=O)N[C@@H]1[C@H](C1)C 6-((1H-indol-4-yl)methyl)-N2-methyl-N4-((1S,2S)-2-methylcyclopropyl)pyridine-2,4-dicarboxamide